(2-((4-(dimethylamino)benzyl)amino)-5-fluorophenyl)(4-(3-((dimethylamino)methyl)-4-hydroxybenzyl)piperazin-1-yl)methanone CN(C1=CC=C(CNC2=C(C=C(C=C2)F)C(=O)N2CCN(CC2)CC2=CC(=C(C=C2)O)CN(C)C)C=C1)C